(2S,3S)-3-(4-Chlorophenyl)-3-[(1R)-1-(4-chlorophenyl)-7-fluoro-5-[1-hydroxy-1-(oxan-4-yl)propyl]-1-methoxy-3-oxo-2,3-dihydro-1H-isoindol-2-yl]-2-methylpropanoic acid ClC1=CC=C(C=C1)[C@H]([C@@H](C(=O)O)C)N1[C@@](C2=C(C=C(C=C2C1=O)C(CC)(C1CCOCC1)O)F)(OC)C1=CC=C(C=C1)Cl